C[C@H](C1=C(C=C(C=C1)Cl)Cl)NC(=O)C(C#N)C(C)(C)C The molecule is a diastereoisomeric mixture comprising equimolar amounts of (1R,2S)- and (1R,2R)-diclocymet. A fungicide used for the control of rice blast in paddy fields. It also shows some activity against paddy field insect pests including rice water weevil and rice-stem borer. Diclocymet is moderately toxic to fish. It has a role as a xenobiotic, an insecticide, a melanin synthesis inhibitor and an antifungal agrochemical. It is a diastereoisomeric mixture and an amide fungicide. It contains a (1R,2S)-diclocymet and a (1R,2R)-diclocymet.